tert-butyl (S)-2-[6-chloro-2-(3-oxa-8-azabicyclo[3.2.1]octane-8-carbonyl)-1,2,3,4-Tetrahydroisoquinolin-8-yl]pyrrolidine-1-carboxylate ClC=1C=C2CCN(CC2=C(C1)[C@H]1N(CCC1)C(=O)OC(C)(C)C)C(=O)N1C2COCC1CC2